C(C=1C(C(=O)[O-])=CC(C(=O)[O-])=C(C(=O)[O-])C1)(=O)OCCCCCC(C)C iso-octyl pyromellitate